N-(1-(3-Aminophenyl)-2-(benzylamino)-2-oxoethyl)-N-(3-(hydroxymethyl)-phenyl)propiolamide NC=1C=C(C=CC1)C(C(=O)NCC1=CC=CC=C1)N(C(C#C)=O)C1=CC(=CC=C1)CO